C(C)(C)(C)OC(=O)N1CCC2(CC1)C(C1=C(C=CC=C1C2)OC)=O 7-methoxy-1-oxo-1,3-dihydrospiro[indene-2,4'-piperidine]-1'-carboxylic acid tert-butyl ester